CN(CCCOC1=NC=C(C=C1C1=C(C=CC=C1)S(=O)(=O)N)C1=CC=2C3=C(C=NC2C=C1)N(C(C31CCCC1)=O)C)C (2-(3-(Dimethylamino)propoxy)-5-(3'-methyl-2'-oxo-2',3'-dihydrospiro[cyclopentane-1,1'-pyrrolo[2,3-c]quinolin]-8'-yl)pyridin-3-yl)benzenesulfonamide